3-((3-chloro-2-(3-cyanoazetidin-1-yl)pyridin-4-yl)thio)propanoic acid oct-3-yl ester CCC(CCCCC)OC(CCSC1=C(C(=NC=C1)N1CC(C1)C#N)Cl)=O